N1(CCCC1)CN1C=CC2=C1C(NC=C2)=O [(pyrrolidin-1-yl)methyl]-1,6-dihydro-7H-pyrrolo[2,3-c]pyridin-7-one